methyl 4-((3-(2,4-dioxotetrahydropyrimidin-1(2H)-yl)pyrazolo[1,5-a]pyridin-5-yl)methyl)piperidine-1-carboxylate O=C1N(CCC(N1)=O)C=1C=NN2C1C=C(C=C2)CC2CCN(CC2)C(=O)OC